iodopurine IC1=NC=C2NC=NC2=N1